2-(5-cyano-6-((S)-2-methylazetidine-1-yl)-4-(trifluoromethyl)pyridin-2-yl)-2-azaspiro[3.4]octan-6-carboxylic acid C(#N)C=1C(=CC(=NC1N1[C@H](CC1)C)N1CC2(C1)CC(CC2)C(=O)O)C(F)(F)F